3-((3-amino-2-chlorophenyl)thio)-6-chloropyrazin-2-amine NC=1C(=C(C=CC1)SC=1C(=NC(=CN1)Cl)N)Cl